2,6-dichloro-4-iodoaniline ClC1=C(N)C(=CC(=C1)I)Cl